CS(=O)(=O)C1=CC=C(C=C1)C(C)O 1-(4-(Methylsulfonyl)phenyl)ethan-1-ol